[N+](=O)([O-])C=1C=C(C=NC1)C(C)=O 1-(5-nitro-3-pyridinyl)ethanone